ClC=1C=C(SC1)C=1SC(=CN1)N1CCN(CC1)C1CCCCC1 (4-chlorothien-2-yl)-5-(4-cyclohexylpiperazine-1-yl)thiazole